N-(6-((5-bromo-2-chloropyrimidin-4-yl)amino)benzo[d][1,3]dioxol-5-yl)methanesulfonamide BrC=1C(=NC(=NC1)Cl)NC=1C(=CC2=C(OCO2)C1)NS(=O)(=O)C